(S)-5-((1-(3-Oxo-3-(4-(6-(trifluoromethyl)pyridin-3-yl)piperazin-1-yl)propoxy)propan-2-yl)amino)-4-(trifluoromethyl)pyridazin-3(2H)-one O=C(CCOC[C@H](C)NC1=C(C(NN=C1)=O)C(F)(F)F)N1CCN(CC1)C=1C=NC(=CC1)C(F)(F)F